10-butyl-2-methoxyacridin-9(10H)-one C(CCC)N1C=2C=CC(=CC2C(C2=CC=CC=C12)=O)OC